C(=O)(OC(C)(C)C)N1CCN(CC1)N 1-Boc-4-Aminopiperazine